C1(=CC=CC=C1)C1=C(C(=NN=N1)C=1C(=C(C=CC1)C=1C(=CC=CC1)C1=CC=CC=C1)C1=C(C=CC=2SC3=C(C21)C=CC=C3)C3=C(C=CC=C3)C3=CC=CC=C3)C3=CC=CC=C3 (diphenyltriazinyl)[(biphenylyl)dibenzothiophenyl]terbenzene